Sodium [(3S,8S,9S,10R,13R,14S,17R)-17-[(1R)-1,5-dimethylhexyl]-10,13-dimethyl-2,3,4,7,8,9,11,12,14,15,16,17-dodecahydro-1H-cyclopenta[a]phenanthren-3-yl]sulfate C[C@H](CCCC(C)C)[C@H]1CC[C@H]2[C@@H]3CC=C4C[C@H](CC[C@@]4([C@H]3CC[C@]12C)C)OS(=O)(=O)[O-].[Na+]